N-cyanoethyl-1,4-butanediamine C(#N)CCNCCCCN